FC(C)(F)C=1C=C(C=CC1F)C=1C=C2C(=NC1)C(=NN2)F 6-[3-(1,1-Difluoroethyl)-4-fluoro-phenyl]-3-fluoro-pyrazolo[4,3-b]pyridin